Ethyl (4-cyano-5-fluoro-2-methoxyphenyl)carbamate C(#N)C1=CC(=C(C=C1F)NC(OCC)=O)OC